N-methyl-4-nonadecylanilinium [tetrakis(perfluorophenyl) borate] FC1=C(C(=C(C(=C1F)F)F)F)[B-](C1=C(C(=C(C(=C1F)F)F)F)F)(C1=C(C(=C(C(=C1F)F)F)F)F)C1=C(C(=C(C(=C1F)F)F)F)F.C[NH2+]C1=CC=C(C=C1)CCCCCCCCCCCCCCCCCCC